C(C)(C)(C)OC(=O)N1CCC(CC1)CNC1=CC(=C(C=C1)C(=O)OC)I 4-(((3-iodo-4-(methoxycarbonyl)phenyl)amino)methyl)piperidine-1-carboxylic acid tert-butyl ester